ethyl 2-[1-(4-chloropyridin-2-yl)pyrazol-3-yl]acetate ClC1=CC(=NC=C1)N1N=C(C=C1)CC(=O)OCC